C(C1=CC=CC=C1)OC(=O)N1[C@@H](C[C@@]2(CC2(F)F)CC1)C1=CC=C(C=C1)C(=O)OC (3R,5S)-1,1-difluoro-5-(4-(methoxycarbonyl)phenyl)-6-azaspiro[2.5]octane-6-carboxylic acid benzyl ester